FC(C=1OC(=NN1)C=1C=NC(=CC1)CN1N=NC(=C1)C1(CCNCC1)F)F 2-(difluoromethyl)-5-(6-((4-(4-fluoropiperidin-4-yl)-1H-1,2,3-triazol-1-yl)methyl)pyridin-3-yl)-1,3,4-oxadiazole